C(C1=CC=CC=C1)OC1=NC=C(C=C1)OCOCCOC 2-(benzyloxy)-5-[(2-methoxyethoxy)methoxy]pyridine